N1=CC(=CC=C1)OC=1C=NC=CC1 3-(pyridin-3-yloxy)pyridin